3-chloro-5-nitropyridin-4-ol ClC=1C=NC=C(C1O)[N+](=O)[O-]